OC(C)(C)C=1SC=C(N1)B(O)O (2-(2-Hydroxypropan-2-yl)thiazol-4-yl)boronic acid